ClCC=CN1C(=NC=C1[N+](=O)[O-])C 1-(3-chloro-propenyl)-2-methyl-5-nitroimidazole